(1R,2R)-2-hydrazinocyclopentanol N(N)[C@H]1[C@@H](CCC1)O